CC(C(=O)O[C@H]1[C@@H](OC([C@H](COC([C@@H]1CC1=CC=CC=C1)=O)NC(=O)C1=NC=CC(=C1OCOC(C)=O)OC)=O)C)C (3S,6S,7R,8R)-3-[[[3-[(acetyloxy)methoxy]-4-methoxy-2-pyridinyl]carbonyl]amino]-6-methyl-4,9-dioxo-8-(phenylmethyl)-1,5-dioxonan-7-yl 2-methylpropanoate